2-amino-3-(3-hydroxy-2,6-dimethylphenyl)-5-(4-fluorophenyl)benzamide NC1=C(C(=O)N)C=C(C=C1C1=C(C(=CC=C1C)O)C)C1=CC=C(C=C1)F